NC(C(=O)O)(CCCCB(O)O)CCCN1CCN(CC1)CC1=C(C=CC=C1)Cl 2-amino-6-borono-2-(3-(4-(2-chlorobenzyl)piperazin-1-yl)propyl)hexanoic acid